tert-butyl (cis-3-((5-fluoro-4-(4-fluoro-1-isopropyl-2-methyl-1H-benzo[d]imidazol-6-yl) pyrimidin-2-yl) carbamoyl) cyclohexyl) orthoformate C(OC(C)(C)C)(O[C@@H]1C[C@@H](CCC1)C(NC1=NC=C(C(=N1)C=1C=C(C2=C(N(C(=N2)C)C(C)C)C1)F)F)=O)[O-]